Cl.Cl.COC=1C=C2C=C(NC2=CC1)C1=CC2=C(O[C@@H](CN2)[C@@H](C2=CC=CC=C2)NCCC2=CC=C(C#N)C=C2)N=C1 4-(2-(((R)-((S)-7-(5-methoxy-1H-indol-2-yl)-2,3-dihydro-1H-pyrido[2,3-b][1,4]oxazin-3-yl)(phenyl)methyl)amino)ethyl)benzonitrile dihydrochloride